C(#N)C=1C=NC=C(C(=O)NC2=CC3=CN(N=C3C=C2C(C)(C)O)C2CCC(CC2)CO)C1 5-cyano-N-(2-((1r,4r)-4-(hydroxymethyl)cyclohexyl)-6-(2-hydroxypropan-2-yl)-2H-indazol-5-yl)nicotinamide